BrC1=CC(=C(C=C1N1CN(C=C1)CCCC)N1CN(C=C1)CCCC)Br dibromo-1,3-di(1-butylimidazole-3-yl)benzene